tert-butyl (R)-3-((5-(2-(methylsulfonyl)pyrimidin-4-yl)-1-((2-(trimethylsilyl)ethoxy)methyl)-1H-pyrrolo[2,3-b]pyridin-4-yl)amino)piperidine-1-carboxylate CS(=O)(=O)C1=NC=CC(=N1)C=1C(=C2C(=NC1)N(C=C2)COCC[Si](C)(C)C)N[C@H]2CN(CCC2)C(=O)OC(C)(C)C